FC1=C(C=C(C=C1)C1(CC1)C)NC(NC=1SC(=CN1)CCC1=CC(=NC=C1)NC(C)=O)=O N-{4-[2-(2-{3-[2-Fluoro-5-(1-methyl-cyclopropyl)-phenyl]-ureido}-thiazol-5-yl)-ethyl]-pyridin-2-yl}-acetamide